C1OCC12CC(C2)COC2=NNC=C2NC=2N=CC1=C(N2)N(C(C12CC2)=O)[C@H]2C[C@@H](CCC2)O 2'-((3-((2-oxaspiro[3.3]heptan-6-yl)methoxy)-1H-pyrazol-4-yl)amino)-7'-((1R,3R)-3-hydroxycyclohexyl)spiro[cyclopropane-1,5'-pyrrolo[2,3-d]pyrimidin]-6'(7'H)-one